CC1(OC2=CC(=CC=C2C(C1)=O)C1=CNC=2N=C(N=CC21)NCC2CCN(CC2)C)C 2,2-dimethyl-7-(2-(((1-methylpiperidin-4-yl)methyl)amino)-7H-pyrrolo[2,3-d]pyrimidin-5-yl)chroman-4-one